(2S)-4-(8-(8-chloronaphthalen-1-yl)-2-(methylthio)-9-oxo-6,7,8,9-tetrahydro-5H-pyrimido[4,5-c]azepin-4-yl)-2-(cyanomethyl)piperazine-1-carboxylic acid tert-butyl ester C(C)(C)(C)OC(=O)N1[C@H](CN(CC1)C1=NC(=NC=2C(N(CCCC21)C2=CC=CC1=CC=CC(=C21)Cl)=O)SC)CC#N